C1=NC=CC=2C(C(C3=CC=NC=C3C12)=O)=O [2,9]phenanthroline-5,6-dione